(E)-2-[2-(bromomethyl)-3-bromo-phenyl]-3-methoxy-prop-2-enoic acid methyl ester COC(\C(=C\OC)\C1=C(C(=CC=C1)Br)CBr)=O